tert-butyl ((S)-1-((1r,4S)-4-methylcyclohexyl)-2-oxo-2-((5-(4,4,5,5-tetramethyl-1,3,2-dioxaborolan-2-yl)pyridin-2-yl)amino)ethyl)carbamate CC1CCC(CC1)[C@@H](C(NC1=NC=C(C=C1)B1OC(C(O1)(C)C)(C)C)=O)NC(OC(C)(C)C)=O